(2S,4R)-1-((S)-14-amino-2-(tert-Butyl)-4-oxo-5,9,12-trioxa-3-azatetradecanoyl)-4-hydroxy-N-(4-(4-methylthiazol-5-yl)Benzyl)pyrrolidine-2-carboxamide NCCOCCOCCCOC(N[C@H](C(=O)N1[C@@H](C[C@H](C1)O)C(=O)NCC1=CC=C(C=C1)C1=C(N=CS1)C)C(C)(C)C)=O